(S)-N-(1-(4-(trifluoromethyl)phenyl)ethyl)-1,2,3,4-tetrahydroisoquinoline-7-sulfonamide FC(C1=CC=C(C=C1)[C@H](C)NS(=O)(=O)C1=CC=C2CCNCC2=C1)(F)F